4-(3-(Acrylamidomethyl)-8-aminoimidazo[1,5-a]pyrazin-1-yl)-N-(pyridin-2-yl)benzamide C(C=C)(=O)NCC1=NC(=C2N1C=CN=C2N)C2=CC=C(C(=O)NC1=NC=CC=C1)C=C2